BrC1=C(C(=NC=C1I)N)C(=C)C1=C(C=CC=C1)C 4-bromo-5-iodo-3-(1-(o-tolyl)vinyl)pyridin-2-amine